ClC1=CC=C(C=C1)[C@H]([C@H]1O[C@H]([C@@H]([C@@H]1O)O)N1C=2NC=NC(C2N=C1)=NN)F (2S,3S,4R,5R)-2-((R)-(4-chlorophenyl)fluoromethyl)-5-(6-hydrazineylidene-3,6-dihydro-9H-purin-9-yl)tetrahydrofuran-3,4-diol